4-(4-chloro-5-(3-((4-fluoro-6-methoxyisoindolin-5-yl)oxy)propoxy)-6-methoxybenzo[b]thiophen-2-yl)-4-oxobutanoic acid ethyl ester C(C)OC(CCC(=O)C1=CC2=C(S1)C=C(C(=C2Cl)OCCCOC=2C(=C1CNCC1=CC2OC)F)OC)=O